CC(CCCCCOC(=O)N1CC=2N(CC1)N=NC2C(NCCCC(=O)NC)=O)C ((4-(methylamino)-4-oxobutyl)carbamoyl)-6,7-dihydro-[1,2,3]triazolo[1,5-a]pyrazine-5(4H)-carboxylic acid 6-methylheptyl ester